ethyl 2-chloro-5-fluoropyrimidine-4-carboxylate ClC1=NC=C(C(=N1)C(=O)OCC)F